FC1=C(C(=C(C(=C1[B-](C1=C(C(=C(C(=C1F)F)F)F)F)(C1=C(C(=C(C(=C1F)F)F)F)F)C1=C(C(=C(C(=C1F)F)F)F)F)F)F)F)F.C(CCCCCCCCCCCCCCCCC)[NH+](C1=CC=CC=C1)CCCCCCCCCCCCCCCCCC N,N-dioctadecylanilinium tetrakis(pentafluorophenyl)borate